COC(CCC1=CC(=CC=C1)CO)=O 3-[3-(hydroxymethyl)phenyl]propionic acid methyl ester